N-hexadecyl-2-(3,4,5-tris-(2-propen-1-yloxy)-phenyl)-3,5,7-tris-(2-propen-1-yloxy)-quinolin-4-one C(CCCCCCCCCCCCCCC)N1C(=C(C(C2=C(C=C(C=C12)OCC=C)OCC=C)=O)OCC=C)C1=CC(=C(C(=C1)OCC=C)OCC=C)OCC=C